BrC=1N(C2=CC(=CC=C2C1[Se]C(F)(F)F)Br)S(=O)(=O)C1=CC=C(C)C=C1 2,6-dibromo-1-tosyl-3-(trifluoromethylseleno)-1H-indole